1,2,3-triazazole N1N=NN=C1